racemic-3-fluoro-1-(1-(4-fluorophenyl)ethyl)-4-iodo-1H-pyrazole FC1=NN(C=C1I)[C@H](C)C1=CC=C(C=C1)F |r|